2-(4-chlorophenyl)-5-methyl-2,4-dihydro-3H-pyrazol-3-one ClC1=CC=C(C=C1)N1N=C(CC1=O)C